1,3-bis(3,5-dicarboxyphenyl)imidazolium chloride [Cl-].C(=O)(O)C=1C=C(C=C(C1)C(=O)O)N1C=[N+](C=C1)C1=CC(=CC(=C1)C(=O)O)C(=O)O